C(C)(C)(C)C=1C=C(C=C(C1OC)C(C)(C)C)[Mg]Cl 3,5-di-tert-butyl-4-methoxyphenylmagnesium chloride